N(=[N+]=[N-])CCOC=1C=C(C=CC1)C=1C(=C2C(=NC(=NN2C1)C=1N(C=CN1)C)NC1CC(C1)OC)C1=CC=CC=C1 6-(3-(2-azidoethoxy)phenyl)-N-((1r,3r)-3-methoxycyclobutyl)-2-(1-methyl-1H-imidazol-2-yl)-5-phenylpyrrolo[2,1-f][1,2,4]triazin-4-amine